C(#N)C=1SC(=CC1)C#N 2,5-dicyanothiophene